ClC=1C=CC2=C([C@@H](C[C@@H](O2)C(=O)NC23CC(C2)(C3)C3=CC(=NO3)[C@@H]3C[C@H](C3)OC(F)(F)F)O)C1 (2R,4R)-6-chloro-4-hydroxy-N-(3-{3-[trans-3-(trifluoromethoxy)cyclobutyl]-1,2-oxazol-5-yl}bicyclo[1.1.1]pentan-1-yl)-3,4-dihydro-2H-1-benzopyran-2-carboxamide